ClC=1C=C(C=C(C1)OC)NC1=C2C=C(NC2=C(C=C1)F)C(=O)OCC Ethyl 4-((3-chloro-5-methoxyphenyl) amino)-7-fluoro-1H-indole-2-carboxylate